OC(C[C@@H]1[C@@H]2CC[C@H](CN1C(=O)OCC[Si](C)(C)C)N2C(=O)OC(C)(C)C)C 8-(tert-butyl) 3-(2-(trimethylsilyl)ethyl) (1S,2R,5R)-2-(2-hydroxypropyl)-3,8-diazabicyclo[3.2.1]octane-3,8-dicarboxylate